(E)-6-(4-ethoxybenzylidene)-5-oxo-5,6,7,8-tetrahydronaphthalene-2-carboxylic acid C(C)OC1=CC=C(\C=C/2\C(C=3C=CC(=CC3CC2)C(=O)O)=O)C=C1